3-(1-oxo-5-(5-phenyltetrahydro-2H-pyran-2-yl)isoindolin-2-yl)piperidine O=C1N(CC2=CC(=CC=C12)C1OCC(CC1)C1=CC=CC=C1)C1CNCCC1